C(C)(C)(C)OC(=O)N1[C@H](C[C@@H](C1)F)C(=O)O (4S)-1-(tert-butoxycarbonyl)-4-fluoro-D-proline